N[C@H]1[C@@H]2N(C[C@H]1CC2)C(=O)C2=CC1=C(N(C(=N1)C=1N(C3=C(C=CC=C3C1)C1=C3CNC(C3=CC=C1)=O)CC1CC1)C)C(=C2)OC 4-(2-{5-[(1R,4R,7R)-7-amino-2-azabicyclo[2.2.1]heptane-2-carbonyl]-7-methoxy-1-methyl-1H-1,3-benzodiazol-2-yl}-1-(cyclopropylmethyl)-1H-indol-7-yl)-2,3-dihydro-1H-isoindol-1-one